S(=O)(=O)=NC(=O)N sulfonyl-urea